CC1=CC(=CC2=C1NC(=N2)NC(OC)=O)C2=NNC(C1=CC=CC=C21)=O.NCCC[Si](O[Si](CCCN)(C)C)(C)C 1,3-bis(3-aminopropyl) tetramethyldisiloxane Methyl (7-methyl-5-(4-oxo-3,4-dihydrophthalazin-1-yl)-1H-benzimidazol-2-yl)carbamate